amino-dihydroxysilicon N[Si](O)O